FC1=C(CN2C(=NC=3N(C(N(C(C23)=O)CCCO)=O)C)C2(CCC(CC2)(F)F)F)C=CC(=C1)F 7-(2,4-difluorobenzyl)-1-(3-hydroxypropyl)-3-methyl-8-(1,4,4-trifluorocyclohexyl)-3,7-dihydro-1H-purine-2,6-dione